ethyl (1S,5R,8R,9S,E)-5-acetoxybicyclo[6.1.0]non-3-ene-9-carboxylate C(C)(=O)O[C@H]1/C=C/C[C@@H]2[C@H]([C@@H]2CC1)C(=O)OCC